ClC=1C=C2C(CO[C@H](C2=CC1)[C@H]1O[C@H]([C@@H]([C@@H]1O)O)N1C=CC2=C1N=CN=C2C)([2H])[2H] (2S,3S,4R,5R)-2-((R)-6-chloroisochroman-1-yl-4,4-d2)-5-(4-methyl-7H-pyrrolo[2,3-d]pyrimidin-7-yl)tetrahydrofuran-3,4-diol